ClC=1OC2=C(C1)CCC([C@H]2NC2=C(C(C2=O)=O)NC2=C(C(=NC=C2)C(=O)N(C)C)O)(C)C (R)-4-((2-((2-chloro-6,6-dimethyl-4,5,6,7-tetrahydrobenzofuran-7-yl)amino)-3,4-dioxocyclobut-1-en-1-yl)amino)-3-hydroxy-N,N-dimethylpicolinamide